(R)-5-(2-(5-fluoro-2-methoxypyridin-3-yl)pyrrolidin-1-yl)-N-(4-hydroxybutyl)pyrazolo[1,5-a]pyrimidine-3-carboxamide FC=1C=C(C(=NC1)OC)[C@@H]1N(CCC1)C1=NC=2N(C=C1)N=CC2C(=O)NCCCCO